2-PYRIDINOL N-OXIDE [N+]=1(C(=CC=CC1)O)[O-]